C[C@]12CC3(CC(C[C@@](C1)(C3)C)C2)NC(NC2=CC=C(C(=O)N3CCC(CC3)C(=O)N)C=C2)=O 1-(4-{3-[(1r,3r,5s,7r)-3,5-dimethyladamantan-1-yl]ureido}benzoyl)-piperidine-4-carboxamide